N1-(3-(bis(3-(trimethoxysilyl)propyl)amino)propyl)-N1-methyl-N3-(3-(methyl-(3-(trimethoxysilyl)propyl)amino)propyl)-N3-(3-(trimethoxysilyl)propyl)-1,3-propanediamine CO[Si](CCCN(CCCN(CCCN(CCC[Si](OC)(OC)OC)CCCN(CCC[Si](OC)(OC)OC)C)C)CCC[Si](OC)(OC)OC)(OC)OC